(S)-5,5-dimethyl-2-(4-pyridylamino)hexanoic acid CC(CC[C@@H](C(=O)O)NC1=CC=NC=C1)(C)C